diphenyltriazinyl-[(spirobi[fluoren]yl)benzoselenophenyl]benzene C1(=CC=CC=C1)C1=C(C(=C(C=C1)C=1[Se]C2=C(C1C=1C3(C4=CC5=CC=CC=C5C4=CC1)C=CC=C1C4=CC=CC=C4C=C13)C=CC=C2)C2=NN=NC=C2)C2=CC=CC=C2